6-[1-(1-ethoxylethyl)-1H-pyrazol-4-yl]pyrazolo[1,5-a]pyridine O(CC)C(C)N1N=CC(=C1)C=1C=CC=2N(C1)N=CC2